C=C(C)C=1N=C(C2=C(N1)C=CC=N2)NC=2N=CN(C2)C2=CC(=C(C(=C2)OC)OC)OC 2-(prop-1-en-2-yl)-N-(1-(3,4,5-trimethoxyphenyl)-1H-imidazol-4-yl)pyrido[3,2-d]pyrimidin-4-amine